CC1CC(CC1)=O 3-methyl-cyclopentanone